2-methyl-5-(8-methyl-3,8-diazabicyclo[3.2.1]octan-3-yl)-N-(1-(7-(oxazol-2-yl)quinolin-5-yl)cyclopropyl)benzamide CC1=C(C(=O)NC2(CC2)C2=C3C=CC=NC3=CC(=C2)C=2OC=CN2)C=C(C=C1)N1CC2CCC(C1)N2C